bis[4-(diethylmethoxysilyl)phenyl]ethylene C(C)[Si](C1=CC=C(C=C1)C=CC1=CC=C(C=C1)[Si](CC)(CC)OC)(OC)CC